(5Z)-5-octen-1-ynyl-potassium C(#CCC\C=C/CC)[K]